N-cyclopropyl-N'-(3-(1-azabicyclo[5.4.0]undecan-4-yl)-1H-indol-5-yl)urea C1(CC1)NC(=O)NC=1C=C2C(=CNC2=CC1)C1CCN2CCCCC2CC1